7-chloro-8-fluoro-2-((hexahydro-1H-pyrrolizin-7a-yl)methoxy)-4-(2,2,2-trifluoroethoxy)pyrido[4,3-d]pyrimidine ClC1=C(C=2N=C(N=C(C2C=N1)OCC(F)(F)F)OCC12CCCN2CCC1)F